2-[tert-butoxycarbonyl(methyl)amino]-3-(2-fluorophenyl)propanoic acid C(C)(C)(C)OC(=O)N(C(C(=O)O)CC1=C(C=CC=C1)F)C